C1(=C(C=CC=C1)N)N 1,2-Phenylenediamine